tert-butyl (4-bromo-6-chloropyridazin-3-yl)(methyl)carbamate BrC1=C(N=NC(=C1)Cl)N(C(OC(C)(C)C)=O)C